The molecule is a diterpenoid characterized by a 5-8-5 dodecahydrodicyclopenta[a,d]cyclooctene fused-ring system, with a single double bond and one isopropyl, two hydroxy, one hydroxymethyl and two methyl substituents. It has a role as an EC 3.1.1.5 (lysophospholipase) inhibitor and a bacterial metabolite. It is a diterpenoid, a carbotricyclic compound, a tertiary alcohol, a secondary alcohol and a primary alcohol. CC(C)[C@H]\\1CC[C@]2(/C1=C\\C[C@]([C@@H]3[C@@H](C[C@H]([C@H]3C2)CO)O)(C)O)C